C(C)C(C(=O)OCCOCCOCCOC(C(C)CC)=O)C triethylene glycol bis(2-ethylpropionate)